5-phenylamino-hexanoic acid C1(=CC=CC=C1)NC(CCCC(=O)O)C